3-(6-carbamoyl-7-methoxy-1H-benzo[d]imidazol-2-yl)-4-chlorobenzo[b]thiophene-2-carboxylic acid C(N)(=O)C=1C=CC2=C(NC(=N2)C=2C3=C(SC2C(=O)O)C=CC=C3Cl)C1OC